Chlorovinylbenzene ClC=CC1=CC=CC=C1